5-[2-(benzyloxy)-4-bromo-6-fluorophenyl]-1,2,5-thiadiazolidin-3-one-1,1-dioxide C(C1=CC=CC=C1)OC1=C(C(=CC(=C1)Br)F)N1CC(NS1(=O)=O)=O